C(C(C)(C)C)C1CCC(N1)C(=O)N 5-neopentylpyrrolidine-2-carboxamide